CP(=O)(C)C1=C(C=CC=C1)S(=O)(=O)N (dimethylphosphoryl)benzene-1-sulfonamide